Hexacosa-21,24-dienoic acid C(CCCCCCCCCCCCCCCCCCCC=CCC=CC)(=O)O